C(C)OC(=O)CC=1C(NC(NC1)=O)=O ethoxycarbonylmethyl-uracil